2-(2-(5-cyclopropyl-3-(2-(trifluoromethoxy)phenyl)isoxazol-4-yl)-1,3-dioxa-8-azaspiro[4.5]dec-8-yl)-4-fluorobenzo[d]thiazole-6-carboxylic acid C1(CC1)C1=C(C(=NO1)C1=C(C=CC=C1)OC(F)(F)F)C1OC2(CO1)CCN(CC2)C=2SC1=C(N2)C(=CC(=C1)C(=O)O)F